3-[(3R)-3-[1-[4-[[(1R)-1-(2,4-dichlorophenyl)ethyl]amino]-6-methyl-thieno[2,3-d]pyrimidin-2-yl]azetidin-3-yl]-1-piperidyl]-1-methyl-cyclobutanecarboxylic acid ClC1=C(C=CC(=C1)Cl)[C@@H](C)NC=1C2=C(N=C(N1)N1CC(C1)[C@@H]1CN(CCC1)C1CC(C1)(C(=O)O)C)SC(=C2)C